C(C)(C)(C)OOC(C)(C)C1=C(C=CC=C1)C(C)(C)OOC(C)(C)C di-(tertbutylperoxyisopropyl)benzene